COC1=CC=C(CNC(C)NC)C=C1 N1-4-methoxybenzyl-N1-methylethanediamine